2-(2,6-dimethoxy-4-(2-(4'-methoxy-2-methylbiphenyl-3-yl)ethenyl)benzylamino)-3-hydroxypropionic acid COC1=C(CNC(C(=O)O)CO)C(=CC(=C1)C=CC=1C(=C(C=CC1)C1=CC=C(C=C1)OC)C)OC